C1(CCCC1)N1N=C(C=C1C1=C(C=CC=C1)C(F)(F)F)C(=O)N[C@H](CC(=O)NN)CCC1=CC=C(C=C1)F 1-cyclopentyl-N-[(2S)-4-(4-fluorophenyl)-1-(hydrazinecarbonyl)butan-2-yl]-5-[2-(trifluoromethyl)phenyl]-1H-pyrazole-3-carboxamide